C(#N)C=1C(=NC(=C(C1CC)C#N)N1CCN(CCC1)C)SC(C(=O)N)C1=NC=CC(=C1)C 2-((3,5-dicyano-4-ethyl-6-(4-methyl-1,4-diazepan-1-yl)pyridin-2-yl)thio)-2-(4-methylpyridin-2-yl)acetamide